N-(5-acetylpyridin-2-yl)-4-({5-chloro-2-[(1-oxoisoindol-5-yl)amino]pyrimidin-4-yl}amino)piperidine-1-carboxamide C(C)(=O)C=1C=CC(=NC1)NC(=O)N1CCC(CC1)NC1=NC(=NC=C1Cl)NC=1C=C2C=NC(C2=CC1)=O